C(CCCCC=C)[NH-] hept-6-enyl-amide